FC=1C=C(C=CC1)S(=O)(=O)NC1=NOC(=C1)C1=CC=CC=C1 3-fluoro-N-(5-phenylisoxazol-3-yl)benzenesulfonamide